FC=1C(=NC(=NC1)OCC1=CC=C(C=C1)Cl)N 5-fluoro-2-(4-chlorophenylmethoxy)pyrimidin-4-amine